MONO-ETHANOLAMINE C(O)CN